C(CCCCCCC\C=C/C[C@H](O)CCCCCC)(=O)[O-].[K+] Kalium ricinoleat